COC1=CC2=C(N=C(S2)\C=C\C=C\C=2C=NC(=CC2)[N+](=O)[O-])C=C1 6-Methoxy-2-((1E,3E)-4-(6-nitropyridin-3-yl)buta-1,3-dienyl)benzo[d]thiazole